((1R,4R,7R)-7-amino-2-azabicyclo[2.2.1]hept-2-yl)(2-(1-(cyclopropylmethyl)-1,6,7,8-tetrahydropyrrolo[2,3-e]indol-2-yl)-7-fluoro-1-methyl-1H-benzo[d]imidazol-5-yl)methanone N[C@H]1[C@@H]2N(C[C@H]1CC2)C(=O)C2=CC1=C(N(C(=N1)C1=CC=3C(=C4CCNC4=CC3)N1CC1CC1)C)C(=C2)F